3-(tris(2-hydroxyethyl)ammonio)propane-1-sulfonate OCC[N+](CCCS(=O)(=O)[O-])(CCO)CCO